tert-butyl 5-(8-((3-methyl-4-((1-methyl-1H-benzo[d][1,2,3]triazol-5-yl)oxy)phenyl)amino)pyrimido[5,4-d]pyrimidin-2-yl)-2,5-diazabicyclo[2.2.2]octane-2-carboxylate CC=1C=C(C=CC1OC1=CC2=C(N(N=N2)C)C=C1)NC1=NC=NC2=C1N=C(N=C2)N2C1CN(C(C2)CC1)C(=O)OC(C)(C)C